(S)-1-Benzyl-N-[2-(imidazol-1-ylmethyl)-4-methyl-5-oxo-7,8-dihydro-6H-pyrazolo[1,5-a][1,3]diazepin-6-yl]-1,2,4-triazol-3-carboxamid C(C1=CC=CC=C1)N1N=C(N=C1)C(=O)N[C@@H]1C(N(C=2N(CC1)N=C(C2)CN2C=NC=C2)C)=O